9-(5-thioxo-4,5-dihydro-1H-1,2,4-triazol-3-yl)-5,6-dihydro-10H-pyrido[1,2-h][1,7]naphthyridin-10-one S=C1NC(=NN1)C=1C(C=C2N(CCC=3C=CC=NC23)C1)=O